(3S)-3-(2-fluoro-4-hydroxyphenyl)hex-4-ynoic acid methyl ester COC(C[C@@H](C#CC)C1=C(C=C(C=C1)O)F)=O